antimony bis(1,5-cyclooctadiene) rhodium (I) [Rh+].C1=CCCC=CCC1.C1=CCCC=CCC1.[Sb+3]